5,10,15,20-tetrakis-(N-methyl-4-pyridyl)porphyrin CN1CC=C(C=C1)C=1C2=CC=C(N2)C(=C2C=CC(C(=C3C=CC(=C(C=4C=CC1N4)C4=CCN(C=C4)C)N3)C3=CCN(C=C3)C)=N2)C2=CCN(C=C2)C